tert-Butyl 4-(2-chlorophenyl)-3,6-dihydropyridin-1(2H)-carboxylate ClC1=C(C=CC=C1)C=1CCN(CC1)C(=O)OC(C)(C)C